[C@H]12[C@@H](C[C@H](CC1)C2)NC(CN2C(C(=CC=C2)NC([C@H](CCC(C(=O)NC)=O)NC(=O)C2=CN=NN2C)=O)=O)=O (S)-N1-(1-(2-((1S,2R,4R)-Bicyclo[2.2.1]heptan-2-ylamino)-2-oxoethyl)-2-oxo-1,2-dihydropyridin-3-yl)-N6-methyl-2-(1-methyl-1H-1,2,3-triazol-5-carboxamido)-5-oxohexandiamid